COC1=C(C=C(CC2=C(NC=3N(C2=O)N=C(C3N3CCCCC3)C3=CC=CC=C3)C)C=C1)C 6-(4-methoxy-3-methylbenzyl)-5-methyl-2-phenyl-3-(piperidin-1-yl)pyrazolo[1,5-a]pyrimidin-7(4H)-one